Benzylmethacrylat C(C1=CC=CC=C1)OC(C(=C)C)=O